6-(3-(azetidin-1-yl)phenyl)-2-(4-(2-hydroxypropan-2-yl)phenyl)-5,7-dimethyl-2,6-dihydro-1H-pyrrolo[3,4-d]pyridazin-1-one N1(CCC1)C=1C=C(C=CC1)N1C(=C2C(N(N=CC2=C1C)C1=CC=C(C=C1)C(C)(C)O)=O)C